tert-butyl (4-acetylcyclohexyl)carbamate C(C)(=O)C1CCC(CC1)NC(OC(C)(C)C)=O